CC1=NN(C(C1C(=O)NC1COCC1)=O)C1=CC=CC=C1 3-methyl-5-oxo-1-phenyl-N-(tetrahydrofuran-3-yl)-4,5-dihydro-1H-pyrazole-4-carboxamide